C(C)(C)(C)OC(=O)NS(=O)(=O)N(C1CC2(CN(C2)C(=O)OC(C)(C)C)C1)CCCC tert-butyl 6-((N-(tert-butoxycarbonyl)sulfamoyl)(butyl)amino)-2-azaspiro[3.3]heptane-2-carboxylate